((((9H-fluoren-9-yl)methoxy)carbonyl)amino)-2-methylpent-4-enoic acid C1=CC=CC=2C3=CC=CC=C3C(C12)COC(=O)NC(C(=O)O)(CC=C)C